N-(3-(1-(4-carbamoylphenyl)-1H-pyrazol-4-yl)-5-fluorobenzyl)-8-cyclopentyl-7H-purine-6-carboxamide C(N)(=O)C1=CC=C(C=C1)N1N=CC(=C1)C=1C=C(CNC(=O)C2=C3NC(=NC3=NC=N2)C2CCCC2)C=C(C1)F